NC[C@H]1NC([C@H](SCC1)C1=CC(=CC=C1)C1=CC=C(C=C1)F)=O (2R,5S)-5-(aminomethyl)-2-[3-(4-fluorophenyl)phenyl]-1,4-thiazepan-3-one